N-(4-(4-amino-1-(1-(5-formylpyridin-2-yl)piperidin-4-yl)-1H-pyrazolo[3,4-d]pyrimidin-3-yl)benzyl)-5-fluoro-2-methoxybenzamide NC1=C2C(=NC=N1)N(N=C2C2=CC=C(CNC(C1=C(C=CC(=C1)F)OC)=O)C=C2)C2CCN(CC2)C2=NC=C(C=C2)C=O